C(CCC)[Si](C1=CC=C(C=C1)P(N(P(C1=CC=CC=C1)C1=C(C=CC=C1)OC)CCCC)C1=CC=C(C=C1)[Si](CCCC)(CCCC)CCCC)(CCCC)CCCC N-(bis(4-(tributylsilyl)phenyl)phosphaneyl)-N-butyl-1-(2-methoxyphenyl)-1-phenylphosphanamine